C(C)(=O)OCCCCCCCCCCCC\C=C/CC (Z)-hexadeca-13-en-1-yl acetate